FC=1C=C(C=CC1OC1=NC(=CC=C1)C)C1=C(N(C=2N=CN=C(C21)C)C)C2=C(C=C(C=N2)NC(C(=C)C)=O)C N-(6-(5-(3-fluoro-4-((6-methylpyridin-2-yl)oxy)phenyl)-4,7-dimethyl-7H-pyrrolo[2,3-d]pyrimidin-6-yl)-5-methylpyridin-3-yl)methacrylamide